4-(2-(benzyloxy)ethyl)-3-hydroxy-6-methyl-picolinic acid C(C1=CC=CC=C1)OCCC1=C(C(=NC(=C1)C)C(=O)O)O